2-[2-[2-(trifluoromethoxy)phenyl]sulfonyl-2,6-diazaspiro[3.3]heptane-6-carbonyl]-2,5-diazaspiro[3.4]octan-6-one FC(OC1=C(C=CC=C1)S(=O)(=O)N1CC2(C1)CN(C2)C(=O)N2CC1(C2)NC(CC1)=O)(F)F